C1(CCC(CCCC)O1)=O gamma-caprylolactone